1-methyl-N-(1-methylcyclopropyl)-2-oxo-3-(3-thienyl)benzimidazole-5-sulfonamide CN1C(N(C2=C1C=CC(=C2)S(=O)(=O)NC2(CC2)C)C2=CSC=C2)=O